2-[5-[2-[2-[Tert-butyl-(dimethyl)silyl]oxyethyl]-3,4-dihydro-1H-isoquinolin-7-yl]-3-(3-chlorophenyl)-4-oxo-6,7-dihydropyrazolo[4,3-c]pyridin-1-yl]acetic acid methyl ester COC(CN1N=C(C=2C(N(CCC21)C2=CC=C1CCN(CC1=C2)CCO[Si](C)(C)C(C)(C)C)=O)C2=CC(=CC=C2)Cl)=O